ClC=1C=C(CNCCCCOCCOC2=NC=3C=C(C=CC3C3=C2NN=C3)C(=O)N)C=CC1OC(F)(F)F 4-(2-(4-((3-Chloro-4-(trifluoromethoxy)benzyl)amino)butoxy)ethoxy)-3H-pyrazolo[3,4-c]quinoline-7-carboxamide